2-Chloro-9-(2-chloro-5-fluorophenyl)-8-(4-methoxybenzyl)-8,9-dihydro-7H-pyrrolo[3,4-h]quinazoline-7-one ClC1=NC2=C3C(=CC=C2C=N1)C(N(C3C3=C(C=CC(=C3)F)Cl)CC3=CC=C(C=C3)OC)=O